FC=1C=C(CN2C3=C(C(=C(CC2=O)C(C(C)(C)C)=O)O)C=CC=C3)C=CC1C 1-(3-fluoro-4-methylbenzyl)-5-hydroxy-4-pivaloyl-1,3-dihydro-2H-benzo[b]azepin-2-one